(2-(naphthalen-1-yl)acetyl)-L-valyl-D-glutamic acid C1(=CC=CC2=CC=CC=C12)CC(=O)N[C@@H](C(C)C)C(=O)N[C@H](CCC(=O)O)C(=O)O